(Tetrahydro-2H-pyran-4-yl)((1S,4S)-5-(5-(5-(trifluoromethyl)-1,2,4-oxadiazol-3-yl)pyridin-2-yl)-2,5-diazabicyclo[2.2.1]heptan-2-yl)methanone O1CCC(CC1)C(=O)N1[C@@H]2CN([C@H](C1)C2)C2=NC=C(C=C2)C2=NOC(=N2)C(F)(F)F